tert-butyl (1R,5S)-1-(cyclopropoxymethyl)-3,8-diazabicyclo[3.2.1]octane-8-carboxylate C1(CC1)OC[C@]12CNC[C@H](CC1)N2C(=O)OC(C)(C)C